2-(2-(((2-(aminomethyl)-5-hydroxyphenyl)amino)-2-oxoacetamido)-3-phenylpropionamido)-1H-indole-1,2-dicarboxylic acid NCC1=C(C=C(C=C1)O)NC(C(=O)NC(C(=O)NC1(N(C2=CC=CC=C2C1)C(=O)O)C(=O)O)CC1=CC=CC=C1)=O